(S)-2-((1-(3-(3,5-dimethylphenyl)-1,2,4-oxadiazol-5-yl)ethyl)carbamoyl)-4-methoxypyridin-3-yl isobutyl carbonate C(OC=1C(=NC=CC1OC)C(N[C@@H](C)C1=NC(=NO1)C1=CC(=CC(=C1)C)C)=O)(OCC(C)C)=O